alpha-ethyl cyanoacrylate C(#N)C(C(=O)OCC)=C